C(C)(C)N1C(=NN=C1)C1=CC=CC(=N1)NC(=O)NC1=NNC2=NC=CC=C21 1-(6-(4-isopropyl-4H-1,2,4-triazol-3-yl)pyridin-2-yl)-3-(1H-pyrazolo[3,4-b]pyridin-3-yl)urea